FC1=CC=C2C=C(N(C2=C1)C1=NC=CC=N1)C(=O)NCCOC 6-fluoro-N-(2-methoxyethyl)-1-(pyrimidin-2-yl)-1H-indole-2-carboxamide